1-O-tert-butyl 2-O-ethyl (2S)-5-oxopyrrolidine-1,2-dicarboxylate O=C1CC[C@H](N1C(=O)OC(C)(C)C)C(=O)OCC